C1(=CC=CC=C1)CCCC1=C(C=C(O)C=C1)O 4-(3-phenylpropyl)resorcinol